BrC=1C=C(C(=NC1)OCCOC)F 5-bromo-3-fluoro-2-(2-methoxyethoxy)pyridine